BrC1=C(C(=C(C(=O)OC)C(=C1)OC)OC)F Methyl 4-bromo-3-fluoro-2,6-dimethoxybenzoate